3,6-dichloro-4-(1-methylcyclopropyl)pyridazine ClC=1N=NC(=CC1C1(CC1)C)Cl